C(#N)[C@@H](C)NC1=CC(=NC=C1C#C)C1=CC=C2N1N=CC(=C2)C#N (R)-7-(4-((1-cyanoethyl)amino)-5-ethynylpyridin-2-yl)pyrrolo[1,2-b]Pyridazine-3-carbonitrile